C(C)OC(=O)C=1C=NN(C1O)C(C)C 5-hydroxy-1-isopropyl-1H-pyrazole-4-carboxylic acid ethyl ester